C(=O)(OC(C)(C)C)N[C@@H](CCCC)C(=O)O boc-L-norleucine